C(CCCCCCC\C=C\CCCCCC)(=O)OC(CO)CO 1,3-dihydroxypropan-2-yl (9E)-hexadec-9-enoate